NC[C@H](C(=O)OC)NC(=O)OCC1=CC=CC=C1 (R)-methyl 3-amino-2-(((benzyloxy)carbonyl)amino)propanoate